S(=O)(=O)(C1=CC=C(C)C=C1)OC1=CC=C(C=N1)C1=CC=C(C=C1)CC(=O)ON1C(CCC1=O)=O 2,5-dioxopyrrolidin-1-yl 2-(4-(6-(tosyloxy)pyridin-3-yl)phenyl)acetate